COC(=O)C1=C(CCC1)OS(=O)(=O)C(F)(F)F 2-(((trifluoromethyl)sulfonyl)oxy)cyclopent-1-ene-1-carboxylic acid methyl ester